N-((1s,3s)-3-(6-((3-(4-((1-(3-(2,4-dioxotetrahydropyrimidin-1(2H)-yl)-4-methoxybenzoyl)piperidin-4-yl)methyl)piperazin-1-yl)propyl)amino)-9H-purin-9-yl)cyclobutyl)-6-methylpicolinamide O=C1N(CCC(N1)=O)C=1C=C(C(=O)N2CCC(CC2)CN2CCN(CC2)CCCNC2=C3N=CN(C3=NC=N2)C2CC(C2)NC(C2=NC(=CC=C2)C)=O)C=CC1OC